NC1=NC=CC(=N1)C1=CC=C(C=C1)NC(C1=C(C=CC=C1)F)=O N-(4-(2-aminopyrimidin-4-yl)phenyl)-2-fluoro-benzamide